COC(=O)C=1C=C2C(CN3C(C2=CC1)=NC(=C3)C(F)(F)F)C 6-methyl-2-(trifluoromethyl)-5,6-dihydroimidazo[2,1-a]Isoquinoline-8-carboxylic acid methyl ester